C(CCC)OC=1C=C(C(=O)NC=2C=C3C(=CNC3=CC2)C2CCN(CC2)C(C)C)C=CC1 5-(3-butoxybenzoyl)amino-3-(1-isopropylpiperidin-4-yl)-1H-indole